3,5-bis(3-fluoro-4-aminophenoxy)benzoic acid FC=1C=C(OC=2C=C(C(=O)O)C=C(C2)OC2=CC(=C(C=C2)N)F)C=CC1N